dimethyl-(tetramethylcyclopentadienyl)silane C[SiH](C1(C(=C(C(=C1)C)C)C)C)C